COC(=O)C1(CN(C(C1)=O)C1=CC(=CC(=C1)Cl)Cl)C Methyl-1-(3,5-dichlorophenyl)-3-methyl-5-oxopyrrolidin-3-carboxylat